FC(C1=C(NC(=C1C(F)(F)F)C=O)C=O)(F)F 3,4-BIS(TRIFLUOROMETHYL)-1H-PYRROLE-2,5-DICARBALDEHYDE